CC1(OC2=CC(=CC=C2C(C1)=O)C1=CNC=2N=C(N=CC21)N[C@H](C(F)(F)F)C)C (S)-2,2-dimethyl-7-(2-((1,1,1-trifluoropropan-2-yl)amino)-7H-pyrrolo[2,3-d]pyrimidin-5-yl)chroman-4-one